NC1=NC=CC(=C1)C[C@@H]1[C@H](N(C1=O)C(N[C@H](C)C1CCCCC1)=O)C(=O)O (2S,3R)-3-([2-Aminopyridin-4-yl]methyl)-1-([{1R}-1-cyclohexylethyl]carbamoyl)-4-oxoazetidine-2-carboxylic acid